C(C=C)(=O)OCCCCCC[SiH2]C(F)F acryloxyhexyldifluoromethylsilane